C(C)(C)(C)OC(=O)N1CC2=CC(=CC(=C2CC1)C)N1C(C2=C(CC1)C(=NN2C2=CC(=CC=C2)Cl)C(NCC2CC2)=O)=O 7-[1-(3-chlorophenyl)-3-(cyclopropylmethylcarbamoyl)-7-oxo-4,5-dihydropyrazolo[3,4-c]pyridin-6-yl]-5-methyl-3,4-dihydro-1H-isoquinoline-2-carboxylic acid tert-butyl ester